4-(9-ethyl-2-(3-(1-methyl-1H-pyrazol-3-yl)phenyl)-8-vinyl-9H-purin-6-yl)morpholine C(C)N1C2=NC(=NC(=C2N=C1C=C)N1CCOCC1)C1=CC(=CC=C1)C1=NN(C=C1)C